S(=O)(=O)(O)[AsH2] sulfoarsine